2-Amino-7-fluoro-1-(3-fluoro-5-methoxy-2,6-dimethyl-phenyl)pyrrolo[3,2-c]pyridine-3-carbonitrile NC1=C(C=2C=NC=C(C2N1C1=C(C(=CC(=C1C)OC)F)C)F)C#N